tert-butyl 4-(7-bromo-6-fluoro-4-oxoquinazolin-3-yl)piperidine-1-carboxylate BrC1=C(C=C2C(N(C=NC2=C1)C1CCN(CC1)C(=O)OC(C)(C)C)=O)F